aluminum gallium oxygen nitrogen [N].[O].[Ga].[Al]